C1C=C=C=C=CC2=CC=CC=C21 benzocyclooctatetraene